2-[(3-(4-sulfophenyl)iminocyclohexen-1-yl)amino]acetic acid S(=O)(=O)(O)C1=CC=C(C=C1)N=C1C=C(CCC1)NCC(=O)O